methylphosphonic acid CP(O)(O)=O